OC1=C(C(=O)O)C=CC=C1 trans-2-hydroxy-benzoic acid